FC1(CCN(CC1)C=1C=2N(C=C(C1)N)N=CN2)F 8-(4,4-difluoropiperidin-1-yl)-[1,2,4]triazolo[1,5-a]pyridin-6-amine